N-(2-(1,1-dioxidothiomorpholino)ethyl)-6-methyl-5-((1-methyl-6-((1-methyl-1H-pyrazol-4-yl)amino)-1H-pyrazolo[3,4-d]pyrimidin-3-yl)amino)nicotinamide O=S1(CCN(CC1)CCNC(C1=CN=C(C(=C1)NC1=NN(C2=NC(=NC=C21)NC=2C=NN(C2)C)C)C)=O)=O